Tetrahydro-2-t-amyl-anthraquinone C(C)(C)(CC)C1CC=2C(C3=CC=CC=C3C(C2CC1)=O)=O